NCC(COCCOC)O 1-amino-3-(2-methoxyethoxy)-2-propanol